C1(CC1)C(=O)N1[C@H]([C@H](C(C1)(F)F)NS(=O)(=O)CC)CC=1C(=C(C=CC1)C1=CC(=CC(=C1)F)F)F N-{(2S,3R)-1-(cyclopropanecarbonyl)-4,4-difluoro-2-[(2,3',5'-trifluoro[1,1'-biphenyl]-3-yl)methyl]pyrrolidin-3-yl}ethane-sulfonamide